2'-O-(trifluoromethyl)guanosine FC(O[C@H]1[C@@H](O[C@@H]([C@H]1O)CO)N1C=NC=2C(=O)NC(N)=NC12)(F)F